(S)-tert-butyl 5-((tert-butoxycarbonyl)(4-hydroxybutyl)amino)-2-((tert-butoxycarbonyl)amino)pentanoate C(C)(C)(C)OC(=O)N(CCC[C@@H](C(=O)OC(C)(C)C)NC(=O)OC(C)(C)C)CCCCO